OC=1C=C2[C@H](C[C@@H]([C@@H](C2=CC1)C1=CC=C(C=C1)N1CCC(CC1)CN1CCN(CC1)C=1C=C2CN(C(C2=CC1)=O)[C@@H]1C(NC(CC1)=O)=O)C1=CC=CC=C1)C (S)-3-(5-(4-((1-(4-((1R,2S,4S)-6-hydroxy-4-methyl-2-phenyl-1,2,3,4-tetrahydronaphthalen-1-yl)phenyl)piperidin-4-yl)methyl)piperazin-1-yl)-1-oxoisoindolin-2-yl)piperidine-2,6-dione